N,N-bis(hydroxyethyl)laurylamine OCCN(CCO)CCCCCCCCCCCC